OCCC1=CC2=NC(=CC=C2N1)N1N=C(C(=C1)C1=CN=CN1C)C(F)(F)F 5-[1-[2-(2-hydroxyethyl)-1H-pyrrolo[3,2-b]pyridin-5-yl]-3-(trifluoromethyl)pyrazol-4-yl]-1-methyl-imidazole